2-Chloro-3,3,3-trifluoropropen ClC(=C)C(F)(F)F